O.O.C(C(=O)[O-])(=O)[O-].[Co+2] cobalt(II) oxalate dihydrate